ClC1=CC(=C(C=N1)C1=NC=C(C=C1)OC(F)F)NC[C@H](CO)F (R)-3-((6'-chloro-5-(difluoromethoxy)-[2,3'-bipyridin]-4'-yl)amino)-2-fluoropropan-1-ol